6-(aminomethyl)pyridazine-3-carbonitrile dihydrochloride Cl.Cl.NCC1=CC=C(N=N1)C#N